[Mn].[Mn].[Mn].COC1CCC(CC1)NC=1N=CC2=C(N1)C(=CN=C2NC(C2=CC=CC=C2)=O)C2=CC=C(C=C2)S(=O)(=O)N2CCOCC2 N-(2-(((1R,4R)-4-methoxycyclohexyl)amino)-8-(4-(morpholinylsulfonyl)phenyl)pyrido[4,3-d]pyrimidin-5-yl)benzamide trimanganese